OCCC1=CNC2=CC=C(C=C12)[N+](=O)[O-] 3-hydroxyethyl-5-nitroindole